{5-[9'H-(9,3':6',9''-tercarbazol)-9'-yl]pyridin-3-yl}diphenylphosphine oxide C1=CC=CC=2C3=CC=CC=C3N(C12)C=1C=CC=2N(C3=CC=C(C=C3C2C1)N1C2=CC=CC=C2C=2C=CC=CC12)C=1C=C(C=NC1)P(C1=CC=CC=C1)(C1=CC=CC=C1)=O